C1(=C(C=CC=C1)N)C ortho-tolylamine